S(=O)(O)[O-].[Na+] sodium hydrogensulphite